C(C)OC1=C(C(N(C=C1)C1=CC=C(C=C1)F)=O)C(=O)NC1=CC(=C(C=C1)OC1=C2C(=NC=C1)NN=C2N[C@@H](CO)C)F (R)-4-ethoxy-N-(3-fluoro-4-((3-((1-hydroxypropan-2-yl)amino)-1H-pyrazolo[3,4-b]pyridin-4-yl)oxy)phenyl)-1-(4-fluorophenyl)-2-oxo-1,2-dihydropyridine-3-carboxamide